ClC1=C(C=CC(=C1)C)S(=O)(=O)N1CCC2(C[C@H](CO2)N2CC(C2)O)CC1 (R)-1-(8-((2-chloro-4-methylphenyl)sulfonyl)-1-oxa-8-azaspiro[4.5]decan-3-yl)azetidin-3-ol